C(C)C1CN(C=2C=CC=C3C2N1C(=C3)C3=NC1=C(N3CC#C)C=C(C=C1F)C=O)CCCO (2-(3-ethyl-1-(3-hydroxypropyl)-2,3-dihydro-1H-pyrrolo[1,2,3-de]quinoxalin-5-yl)-4-fluoro-1-(prop-2-yn-1-yl)-1H-benzo[d]imidazol-6-yl)methanone